2-Propanyl ({(3R,5aR,6R,7R,8aS)-6-[(1E,3R)-4-(2,3-difluorophenoxy)-3-hydroxy-1-buten-1-yl]-7-hydroxyoctahydro-2H-cyclopenta[b]oxepin-3-yl}methoxy)acetate FC1=C(OC[C@@H](/C=C/[C@H]2[C@@H](C[C@@H]3OC[C@H](CC[C@@H]32)COCC(=O)OC(C)C)O)O)C=CC=C1F